BrC1=CC(=C(OC2=NC=CC(=N2)C)C=C1)C(F)(F)F 2-(4-bromo-2-(trifluoromethyl)phenoxy)-4-methylpyrimidine